C12C(C3CC(CC(C1)C3)C2)NCCNC(=O)C2=NN(C(=C2CC)C2=CC=C(C=C2)Cl)C2=C(C=C(C=C2)Cl)Cl N-(2-((1r,3r,5r,7r)-adamantan-2-ylamino)ethyl)-5-(4-chlorophenyl)-1-(2,4-dichlorophenyl)-4-ethyl-1H-pyrazole-3-carboxamide